FC(CC=1C2=C(S(C1)(=O)=O)C(=CC=C2)NC2CCS(CC2)(=O)=O)F 3-(2,2-difluoroethyl)-7-((1,1-dioxidotetrahydro-2H-thiopyran-4-yl)amino)-1,1-dioxidobenzo[b]thiophen